C(C1=CC=CC=C1)N1C(N(C(C1C(=O)O)C(=O)O)CC1=CC=CC=C1)=O 1,3-dibenzyl-2-oxo-4,5-imidazolidinedicarboxylic acid